CONC(C1=C(C=CC=C1)NC1=NC(=NC=C1C(F)(F)F)NC1=C(C=C(C=C1)C=1C=NN(C1)C1CCN(CC1)C)OC)=O N-methoxy-2-{[2-({2-methoxy-4-[1-(1-methylpiperidin-4-yl)pyrazol-4-yl]phenyl}amino)-5-(trifluoromethyl)pyrimidin-4-yl]amino}benzamide